2-fluoro-4-(((6-(isoindolin-2-ylmethyl)-4-oxo-4H-pyran-3-yl)oxy)methyl)-N-methylbenzamide FC1=C(C(=O)NC)C=CC(=C1)COC1=COC(=CC1=O)CN1CC2=CC=CC=C2C1